(rac)-(2r,4s)-2-(6-(4-Methyl-3-(trifluoromethoxy)phenyl)-3-azabicyclo[4.1.0]heptan-3-carbonyl)-5-azaspiro[3.4]octan-6-on CC1=C(C=C(C=C1)C12CCN(CC2C1)C(=O)C1CC2(C1)NC(CC2)=O)OC(F)(F)F